C(#N)C1=CNC2=C(C=CC(=C12)C)NS(=O)(=O)C1=CN=C(S1)NC(C)=O N-(5-(N-(3-cyano-4-methyl-1H-indol-7-yl)sulfamoyl)thiazol-2-yl)acetamide